FC1=CC(=C(C=C1)C(CC(C#N)=C)O)C=1C=NN(C1)C 4-(4-fluoro-2-(1-methyl-1H-pyrazol-4-yl)phenyl)-4-hydroxy-2-methylenebutanenitrile